[1,2,4]triazolo[1,5-a]pyrimidine dihydrochloride Cl.Cl.N1=CN=C2N1C=CC=N2